FC1=CC=C(C=C1)N1N=CC2=CC(=C(C=C12)C)C12CN(CC2C1C(=O)N)S(=O)(=O)C1=NN(N=C1)C 1-(1-(4-fluorophenyl)-6-methyl-1H-indazol-5-yl)-3-((2-methyl-2H-1,2,3-triazol-4-yl)sulfonyl)-3-azabicyclo[3.1.0]hexane-6-carboxamide